COC(C1=CC=NC=C1F)=O 5-fluoroisonicotinic acid methyl ester